CC1=C(C(=CC=C1)C)N1C(=NC2=CC(=C(C=C2C1=O)/C=C/C(=O)NO)F)CC (E)-3-(3-(2,6-dimethylphenyl)-2-ethyl-7-fluoro-4-oxo-3,4-dihydroquinazolin-6-yl)-N-hydroxyacrylamide